Methyl 3-iodo-4-(((1-(4-(trifluoromethyl)phenyl)-1H-pyrazol-3-yl)methyl)thio)benzoate IC=1C=C(C(=O)OC)C=CC1SCC1=NN(C=C1)C1=CC=C(C=C1)C(F)(F)F